C(C1=CC=CC=C1)O[C@@H]1CC2(N(C=3C(=NN=C(C3)C3=C(C(=CC(=C3)F)F)OC)NC2)C1)CC (8R)-8-(benzyloxy)-2-(3,5-difluoro-2-methoxyphenyl)-6a-ethyl-5,6,6a,7,8,9-hexahydropyrrolo[1',2':4,5]pyrazino[2,3-c]pyridazine